C[C@H]1CC[C@@H](C(=O)C1)C(C)C The molecule is a menthone that is cyclohexanone substituted by a methyl and an isopropyl group at positions 5 and 2 respectively (the 2R,5S-stereoisomer). It is an enantiomer of a (-)-menthone.